ClC1=CC=C(C=C1)C(CC(=O)N1CCC(CC1)(O)CN1C=NC=2C(C1=O)=NSC2C2=CC=C(C=C2)O)C 6-((1-(3-(4-chlorophenyl)butanoyl)-4-hydroxypiperidin-4-yl)methyl)-3-(4-hydroxyphenyl)isothiazolo[4,3-d]pyrimidin-7(6H)-one